((3aS,6R,6aR)-6-(((tert-butyldiphenylsilyl)oxy)methyl)-2,2-dimethyltetrahydrofuro[3,4-d][1,3]dioxol-4-yl)-3-(dimethylamino)acrylonitrile [Si](C1=CC=CC=C1)(C1=CC=CC=C1)(C(C)(C)C)OC[C@H]1OC([C@H]2[C@@H]1OC(O2)(C)C)C(C#N)=CN(C)C